3-ethyl-8-fluoro-7-((4-(8-(methylamino)-1,7-naphthyridin-3-yl)piperazin-1-yl)methyl)quinolin C(C)C=1C=NC2=C(C(=CC=C2C1)CN1CCN(CC1)C=1C=NC2=C(N=CC=C2C1)NC)F